C(CC)C1CN(C1)C(=O)OC1CCC(CC1)C(N(CC12CCC(CC1)(CC2)C2=CC(=C(C=C2)OC)C)C2=NC=CC(=C2)C=2C=NN(C2)C(C)C)=O 4-((4-(1-Isopropyl-1H-pyrazol-4-yl)pyridin-2-yl) ((4-(4-methoxy-3-methylphenyl)bicyclo[2.2.2]octan-1-yl)methyl) carbamoyl)cyclohexyl trans-3-propylazetidine-1-carboxylate